2-methoxy-1H-phenalen-1-one COC=1C(C=2C=CC=C3C=CC=C(C1)C23)=O